C(CC)(=O)OCCC1(C=CC(C1C)=C)C 2-(1,5-dimethyl-4-methylenecyclopent-2-en-1-yl)ethyl propionate